CC1=CC=C(C2=CC=CC=C12)C=O 4-methyl-1-naphthaleneformaldehyde